7-(4-((2-Ethoxyethyl)carbamoyl)-3-fluorobenzyl)-4-fluoro-N-((3R,4S)-3-hydroxytetrahydro-2H-pyran-4-yl)-2,3-dihydrobenzofuran-5-carboxamide C(C)OCCNC(=O)C1=C(C=C(CC2=CC(=C(C=3CCOC32)F)C(=O)N[C@@H]3[C@H](COCC3)O)C=C1)F